diphenyl (1-((3-fluoro-2-((phenylsulfonyl)methyl)benzyl)amino)butyl)phosphonate FC=1C(=C(CNC(CCC)P(OC2=CC=CC=C2)(OC2=CC=CC=C2)=O)C=CC1)CS(=O)(=O)C1=CC=CC=C1